CC1(C2=C(C(C=3C4=CC=C(C=C4NC13)C#N)=O)C=CC(=N2)OC2CCOCC2)C 11,11-Dimethyl-5-oxo-2-(tetrahydro-pyran-4-yloxy)-10,11-dihydro-5H-pyrido[2,3-b]carbazole-8-carbonitrile